(phenylsulfonyl)-1,2-butylene oxide C1(=CC=CC=C1)S(=O)(=O)CC(CC)OC(CS(=O)(=O)C1=CC=CC=C1)CC